N-(2-cyclopropyl-4-methyl-5-oxo-5,6,7,8-tetrahydro-4H-pyrazolo[1,5-a][1,3]diazepin-6-yl)-1-((tetrahydro-2H-pyran-4-yl)methyl)-1H-1,2,4-triazole-3-carboxamide C1(CC1)C1=NN2C(N(C(C(CC2)NC(=O)C2=NN(C=N2)CC2CCOCC2)=O)C)=C1